Propargyl-cumarin C(C#C)C=1C(OC2=CC=CC=C2C1)=O